CNC1=C(N=C2N1C=CC(=C2)C#N)C2=CC(=CC=C2)OCC=2C=NC=CC2 3-(Methylamino)-2-[3-(pyridin-3-ylmethoxy)phenyl]imidazo[1,2-a]pyridine-7-carbonitrile